(S)-2-(4-(1,1-difluoro-2-hydroxypropyl)phenyl)-N-(4-(3-(2-ethyl-phenyl)pyrazin-2-yl)phenyl)acetamide FC([C@H](C)O)(F)C1=CC=C(C=C1)CC(=O)NC1=CC=C(C=C1)C1=NC=CN=C1C1=C(C=CC=C1)CC